C(C)(C)(C)OC(=O)N1CC2(C1)CC(C2)OS(=O)(=O)C2=CC=C(C)C=C2 6-(tosyloxy)-2-azaspiro[3.3]heptane-2-carboxylic acid tert-butyl ester